FC1=CC=C(C=C1)C1=CC(=C(C=C1)CNS(=O)(=O)C)C1=NN(C=C1)CC1=CC(NC=C1)=O N-((4'-fluoro-3-(1-((2-oxo-1,2-dihydropyridin-4-yl)methyl)-1H-pyrazol-3-yl)-[1,1'-biphenyl]-4-yl)methyl)methanesulfonamide